5-trifluoromethyl-pyridine-2-carboxylic acid {4-[2-((4S,5S)-2-amino-5-methyl-4,5-dihydro-oxazol-4-yl)-ethyl]-phenyl}-amide NC=1O[C@H]([C@@H](N1)CCC1=CC=C(C=C1)NC(=O)C1=NC=C(C=C1)C(F)(F)F)C